tert-butyl (3-((5-(2-cyano-2-hydroxyethoxy)-1-((2-(trimethyl-silyl)-ethoxy)methyl)-1H-benzo[d]imidazol-2-yl)thio)propyl)carbamate C(#N)C(COC1=CC2=C(N(C(=N2)SCCCNC(OC(C)(C)C)=O)COCC[Si](C)(C)C)C=C1)O